COCCN1CC2=C(C3=C(N=C4N(C(CC(N5C4CCC5)=O)(C)C)C3=O)S2)CC1 (-)-12-(2-methoxyethyl)-7,7-dimethyl-1,2,3,6,7,10,11,12,13,15b-decahydro-5H,9H-pyrido[4'',3'':4',5']thieno[2',3':4,5]pyrimido[1,2-a]pyrrolo[2,1-c][1,4]diazepine-5,9-dione